N-((2,3-dihydrobenzofuran-7-yl)methyl)-2-(4'-(pyridin-2-yl)tetrahydrospiro[bicyclo[3.1.0]hexane-3,2'-pyran]-4'-yl)ethylamine O1CCC2=C1C(=CC=C2)CNCCC2(CC1(OCC2)CC2CC2C1)C1=NC=CC=C1